CC(C)N1N=CC(=C1)C1=NN2C(=NC=3C(=CC=CC3C2=N1)OC(F)(F)F)N[C@H]1C(NCCCC1)=O (3R)-3-({2-[1-(propan-2-yl)-1H-pyrazol-4-yl]-7-(trifluoromethoxy)[1,2,4]triazolo[1,5-c]quinazolin-5-yl}amino)azepan-2-one